N1=CC=C(C=C1)CC1CCC2(CCN(CC2)C(=O)OC(C)(C)C)CC1 tert-butyl 9-(pyridin-4-ylmethyl)-3-azaspiro[5.5]undecan-3-carboxylate